[Cl-].C(C)[N+](C)(C)CCO N-ethyl-2-hydroxy-N,N-dimethylethyl-ammonium chloride